ClC=1C=CC(=C(CN2C[C@@H](N(CC2)C(=O)OC(C)(C)C)C)C1)OCC tert-butyl (S)-4-(5-chloro-2-ethoxybenzyl)-2-methylpiperazine-1-carboxylate